FC1=C(C=CC(=C1)C)C(=O)N1CCC2(C(N3[C@H](O2)CC[C@H]3C3=CC=CC=C3)=O)CC1 (5'S,7a'R)-1-(2-fluoro-4-methylbenzene-1-carbonyl)-5'-phenyl-tetrahydro-3'H-spiro-[piperidine-4,2'-pyrrolo[2,1-b][1,3]-oxazol]-3'-one